The molecule is an organophosphate oxoanion obtained by deprotonation of the phospho and sulfo groups of 5'-phosphopyridoxal-6-azobenzene-2,4-disulfonic acid. It is an organophosphate oxoanion and an organosulfonate oxoanion. It is a conjugate base of a 5'-phosphopyridoxal-6-azobenzene-2,4-disulfonic acid. CC1=C(C(=C(C(=N1)N=NC2=C(C=C(C=C2)S(=O)(=O)[O-])S(=O)(=O)[O-])COP(=O)([O-])[O-])C=O)O